13-Cyclopropyl-4,19,21-trifluoro-14-methoxy-16,16-dioxo-9-oxa-16λ6-thia-17-azatetracyclo[16.3.1.111,15.02,7]tricosa-1(21),2,4,6,11(23),12,14,18(22),19-nonaen-10-one C1(CC1)C1=CC=2C(OCC3=CC=C(C=C3C3=C(C=C(C(NS(C(=C1OC)C2)(=O)=O)=C3)F)F)F)=O